(R)-5-amino-3-(1-(4-bromophenyl)ethyl)-1,2,3-oxadiazol-3-ium chloride [Cl-].NC1=C[N+](=NO1)[C@H](C)C1=CC=C(C=C1)Br